FC(C1=CC=C(C=N1)NC(=O)C1(CC1)NC(OC(C)(C)C)=O)F tert-butyl (1-((6-(difluoromethyl)pyridin-3-yl)carbamoyl)cyclopropyl)carbamate